S(=O)(=O)(C1=CC=C(C)C=C1)N1C=CC=2C1=NC=C(C2)N2CC(OCC2)C(F)(F)F 4-(1-Tosyl-1H-pyrrolo[2,3-b]pyridin-5-yl)-2-(trifluoromethyl)morpholine